C=C dicarbene